OC=1C(C(=CN2C1C(N1[C@H](CC[C@]([C@H]2C1)(C)OC)C)=O)C(=O)NCC1=C(C=C(C=C1F)F)F)=O (3S,6S,7R)-12-hydroxy-6-methoxy-3,6-dimethyl-1,11-dioxo-N-(2,4,6-trifluorobenzyl)-1,4,5,6,7,11-hexahydro-3H-2,7-methanopyrido[1,2-a][1,4]diazonine-10-carboxamide